2-(dimethylamino)ethan-1-one hydrochloride Cl.CN(CC=O)C